N-cis-4-Hydroxytetrahydrothiophen-3-yl-3-oxo-2-(pyridin-3-yl)-6-[4-(trifluoromethyl)-phenyl]-2,3-dihydropyridazine-4-carboxamide OC1C(CSC1)C1=C(C(N(N=C1C1=CC=C(C=C1)C(F)(F)F)C=1C=NC=CC1)=O)C(=O)N